NC=1C=2N(C=CN1)N=C(C2C2=CC[C@H](CC2)C(=O)N2CCCC2)C2=CC=C(C=C2)NC(C(=C)C)=O (S)-N-(4-(4-amino-3-(4-(pyrrolidine-1-carbonyl)cyclohex-1-en-1-yl)pyrazolo[1,5-a]pyrazin-2-yl)phenyl)methacrylamide